4-[(2,4-dimethoxyphenyl)(Fmoc-amino)methyl]phenoxyacetic acid COC1=C(C=CC(=C1)OC)C(C1=CC=C(OCC(=O)O)C=C1)NC(=O)OCC1C2=CC=CC=C2C2=CC=CC=C12